((S)-(2-Chlorophenyl)(cyclopropyl)methoxy)-N-((R,E)-4-(methylsulfonyl)but-3-en-2-yl)pyrimidine-2-carboxamide ClC1=C(C=CC=C1)[C@@H](OC1=NC(=NC=C1)C(=O)N[C@H](C)\C=C\S(=O)(=O)C)C1CC1